C(C)(C)(C)OC(=O)N1CC(C1)C=1C=C(C=2N(C1)C(=NC2F)C)C2=C(C(=O)O)C=C(C=C2)F 2-(6-{1-[(tert-butoxy)carbonyl]azetidin-3-yl}-1-fluoro-3-methylimidazo[1,5-a]pyridin-8-yl)-5-fluorobenzoic acid